(1S,2S)-ethyl 2-(5-methylpyridin-2-yl)cyclopropanecarboxylate CC=1C=CC(=NC1)[C@@H]1[C@H](C1)C(=O)OCC